S1C(=NC2=C1C=CC=C2)C2=CC=C(NC)C=C2 4-(1,3-Benzothiazol-2-yl)-N-methylanilin